FC(C1=CC=C(C=C1)/C=C/C(=O)NCC(=O)N1CCC2=C(C=CC=C12)OCC(=O)O)(F)F 2-[[1-[2-[[(E)-3-[4-(trifluoromethyl)phenyl]prop-2-enoyl]amino]acetyl]-2,3-dihydroindol-4-yl]oxy]acetic acid